C[C@H]1CN(CC[C@@H]1CNC(=O)C1=NOC(=N1)C1(CC1)C)C=1C=2N(C=C(N1)C=1C=NN(C1)C)N=CC2 N-(((3R,4S)-3-methyl-1-(6-(1-methyl-1H-pyrazol-4-yl)pyrazolo[1,5-a]pyrazin-4-yl)piperidin-4-yl)methyl)-5-(1-methylcyclopropyl)-1,2,4-oxadiazole-3-carboxamide